(S)-1-(7-Fluoroisochroman-1-yl)-N-methylmethanamine FC1=CC=C2CCO[C@@H](C2=C1)CNC